C(C1=CC=CC=C1)N1CCN(CC1)CC1CCC2(CCN(CC2)C(=O)C=2C=CC(=C(C2)N2C(NC(CC2)=O)=O)F)CC1 1-(5-(9-((4-benzylpiperazin-1-yl)methyl)-3-azaspiro[5.5]undecane-3-carbonyl)-2-fluorophenyl)dihydropyrimidine-2,4(1H,3H)-dione